3-fluoro-5-((3,3,4,4-tetrafluoro-2a-hydroxy-2,2a,3,4-tetrahydrospiro[cyclopenta[cd]-indene-1,1'-cyclopropan]-7-yl)oxy)benzonitrile FC=1C=C(C#N)C=C(C1)OC1=CC=C2C=3C(CC4(CC4)C13)(C(C2(F)F)(F)F)O